ClC1=C(C(=C(C(=C1Cl)O)Cl)Cl)O 2,3,5,6-tetrachloro-1,4-benzenediol